N-methyl-N-[3-[6-(1-methylpyrazol-4-yl)pyrazolo[1,5-a]pyrazin-4-yl]phenyl]prop-2-enamide CN(C(C=C)=O)C1=CC(=CC=C1)C=1C=2N(C=C(N1)C=1C=NN(C1)C)N=CC2